3-amino-2-methylpropyl-(dimethoxymethylsilane) NCC(C[SiH2]C(OC)OC)C